5-fluoro-1,3-dihydrospiro[inden-2,4'-piperidin]-1-amine FC=1C=C2CC3(CCNCC3)C(C2=CC1)N